4-bromo-2-(hydroxymethyl)phenolate BrC1=CC(=C(C=C1)[O-])CO